C(=O)C=O oxaldehyde